[Si](C)(C)(C(C)(C)C)OCCOCCC=1SC2=C(N1)C=C(C(=C2)NC)C 2-(2-((tert-butyldimethylsilyloxy)ethoxy)ethyl)-N,5-dimethylbenzo[d]thiazol-6-amine